C(C1=CC=CC=C1)COC=1C(=C(C=NC1C#N)C=1C=NC(=CC1)C(F)(F)F)C 5-(Benzylmethoxy)-4-methyl-6'-(trifluoromethyl)-[3,3'-bipyridine]-6-carbonitrile